4-(3,4-difluorophenyl)dihydro-2H-pyran-2,6(3H)-dione FC=1C=C(C=CC1F)C1CC(OC(C1)=O)=O